FC=1C(=C(C=C(C1)C(C)C)C(C(=O)O)N1C[C@@H](CC1)N(CCCCCC[C@H]1NC2=NC=CC=C2CC1)C)OC 2-(3-fluoro-5-isopropyl-2-methoxyphenyl)-2-((R)-3-(methyl(6-((R)-1,2,3,4-tetrahydro-1,8-naphthyridin-2-yl)hexyl)amino)pyrrolidin-1-yl)acetic acid